C(C)OC(=O)C1=CC2=C(S1)C=C(C(=C2)I)F E-6-fluoro-5-iodobenzo[b]thiophene-2-carboxylic acid ethyl ester